FC1=CC=C(C=C1)C=1C=C2C=CN(C2=C(C1)C(=O)NC1(CC1)C1=CC=C(C(=O)O)C=C1)CC1=CC=C(C=C1)C(F)(F)F 4-(1-(5-(4-Fluorophenyl)-1-(4-(trifluoromethyl)benzyl)-1H-indol-7-amido)cyclopropyl)-benzoic acid